3-methyl-2-(4-(trifluoromethyl)phenyl)furan CC1=C(OC=C1)C1=CC=C(C=C1)C(F)(F)F